(S)-(-)-1,2,3,4-tetrahydro-3-isoquinolinecarboxylic acid benzyl ester p-toluenesulfonate CC1=CC=C(C=C1)S(=O)(=O)O.C(C1=CC=CC=C1)OC(=O)[C@H]1NCC2=CC=CC=C2C1